ClC1=CC(=C(C=C1)CC(=O)OC(C)(C)C)B1O[C@]2([C@@H]3C([C@H](C[C@H]2O1)C3)(C)C)C TERT-BUTYL 2-{4-CHLORO-2-[(1S,2S,6R,8S)-2,9,9-TRIMETHYL-3,5-DIOXA-4-BORATRICYCLO[6.1.1.02,6]DECAN-4-YL]PHENYL}ACETATE